ClC1=NC=CC2=CC(=C(C=C12)O[C@@H]1C[C@@H](N(C1)CC1=C(N=C(S1)NC(C)=O)F)C)OC N-(5-(((2S,4R)-4-((1-chloro-6-methoxyisoquinolin-7-yl)oxy)-2-methylpyrrolidin-1-yl)methyl)-4-fluorothiazol-2-yl)acetamide